4-hydroxy-1-(4-methyltetrahydro-2H-pyran-4-yl)-6-oxo-1,6-dihydropyridine-3-carboxylate OC=1C(=CN(C(C1)=O)C1(CCOCC1)C)C(=O)[O-]